C(C)(C)(C)C1=CC=C(C=C1)N1N=CC=2C1=NC(=NC2NC(=O)C=2SC(=CC2)[N+](=O)[O-])C2=CC(=CC=C2)F N-(1-(4-(tert-butyl)phenyl)-6-(3-fluorophenyl)-1H-pyrazolo[3,4-d]pyrimidin-4-yl)-5-nitrothiophene-2-carboxamide